The molecule is a member of the class of sulfamic acids that is sulfamic acid in which one of the amino hydrogens has been replaced by a (8-methylnonyl) group. It has a role as a kairomone and a Daphnia pulex metabolite. It is a conjugate acid of an (8-methylnonyl)sulfamate. CC(C)CCCCCCCNS(=O)(=O)O